(1S)-1-cyano-2-[(3'S)-2-oxopyrrolidin-3-yl]ethane C(#N)CCC1C(NCC1)=O